2,4-bis(benzyloxy)-N-(2-fluorophenyl)-5-isopropylbenzamide C(C1=CC=CC=C1)OC1=C(C(=O)NC2=C(C=CC=C2)F)C=C(C(=C1)OCC1=CC=CC=C1)C(C)C